F[B-](F)(F)F.NC(=N)N guanidine fluoroborate